COC=1C=C(C=CC1)CC(=O)N1CC2(C1)CN(C2)C2=NC=C(C=C2)C2=C1C=NC=NC1=CC(=C2)C=2C=NN(C2)C 2-(3-methoxyphenyl)-1-(6-(5-(7-(1-methyl-1H-pyrazol-4-yl)quinazolin-5-yl)pyridin-2-yl)-2,6-diazaspiro[3.3]heptan-2-yl)ethan-1-one